4-methyl-3-{3-methyl-5-[4-(trifluoromethyl)phenoxy]-phenyl}-1H,4H,5H-pyrrolo[3,2-b]pyridin-5-one CN1C2=C(C=CC1=O)NC=C2C2=CC(=CC(=C2)OC2=CC=C(C=C2)C(F)(F)F)C